Trans-4-(methylthiocarbamoyl)cyclohexanecarboxylic acid methyl ester COC(=O)[C@@H]1CC[C@H](CC1)C(NC)=S